COC1=CC(=C(C=C1NC1=NC=NC(=C1)N1OCC[C@@H]1C1=CC2=CC=CC=C2C=C1)NC(C=C)=O)N1CCC(CC1)N1CCOCC1 N-(4-methoxy-2-(4-morpholinopiperidine-1-yl)-5-((6-((R)-3-(naphthalene-2-yl)isoxazolidine-2-yl)pyrimidine-4-yl)amino)phenyl)acrylamide